C(#N)C1=CC=C(C=C1)C1=CC=C(C=C1)CN1N=CC(=C1)C(=O)OCC ethyl 1-((4'-cyano-[1,1'-biphenyl]-4-yl) methyl)-1H-pyrazole-4-carboxylate